4-(4-(((R)-3-(4-amino-3-(4-phenoxyphenyl)-1H-pyrazolo[3,4-d]pyrimidin-1-yl)-[1,4'-bipiperidin]-1'-yl)methyl)piperidin-1-yl)-N-(2,6-dioxopiperidin-3-yl)benzamide NC1=C2C(=NC=N1)N(N=C2C2=CC=C(C=C2)OC2=CC=CC=C2)[C@H]2CN(CCC2)C2CCN(CC2)CC2CCN(CC2)C2=CC=C(C(=O)NC1C(NC(CC1)=O)=O)C=C2